C1(CCCCCCC1)OC(C(C(C(=O)OCC(=O)O)=C)C)=O 2-((4-(cyclooctyloxy)-3-methyl-2-methylene-4-oxobutanoyl)oxy)acetic acid